FC1(COC1)CN1[C@@H](C=2NC3=CC=CC=C3C2C[C@H]1C)C=1C=C(OCCN(C(OC(C)(C)C)=O)CCCF)C=CC1 tert-butyl (2-(3-((1R,3R)-2-((3-fluorooxetan-3-yl)methyl)-3-methyl-2,3,4,9-tetrahydro-1H-pyrido[3,4-b]indol-1-yl)phenoxy)ethyl)(3-fluoropropyl)carbamate